(2R)-1-Phenoxy-2-butanyl hydrogen (S)-methylphosphonate CP(O[C@@H](COC1=CC=CC=C1)CC)(O)=O